C[C@@H]1O[C@@H](CN(C1)C1CCN(CC1)C1=C(C=C(C(=C1)OC)NC1=NC=NC(=C1)N1OCC[C@@H]1C1=CC(=CC=C1)OC)NC(C=C)=O)C N-(2-(4-((2S,6R)-2,6-dimethylmorpholino)piperidine-1-yl)-4-methoxy-5-((6-((R)-3-(3-methoxyphenyl)isoxazolidine-2-yl)pyrimidine-4-yl)amino)phenyl)acrylamide